10-[4-(cyclopentylamino)phenyl]-N-[4-methyl-3-(trifluoromethyl)phenyl]-12-oxo-6,6a,7,8,9,10-hexahydro-5H-pyrido[1,2-b][2]benzazepine-9-carboxamide C1(CCCC1)NC1=CC=C(C=C1)C1C(CCC2C1=CC(C=1N(C2)CC=CC1)=O)C(=O)NC1=CC(=C(C=C1)C)C(F)(F)F